(S)-N-(1-(3-(4-Fluorophenyl)-4-oxo-3,4-dihydrophthalazin-1-yl)piperidin-3-yl)ethanesulfonamide FC1=CC=C(C=C1)N1N=C(C2=CC=CC=C2C1=O)N1C[C@H](CCC1)NS(=O)(=O)CC